3-((2,6-dichloro-7-fluoro-1-(1-methyl-1H-pyrazol-4-yl)-1H-indol-3-yl)thio)benzoic acid ClC=1N(C2=C(C(=CC=C2C1SC=1C=C(C(=O)O)C=CC1)Cl)F)C=1C=NN(C1)C